(5S)-1-(5-bromo-2-methoxyphenyl)-3-iodoadamantane BrC=1C=CC(=C(C1)C12CC3(C[C@@H](CC(C1)C3)C2)I)OC